C(C)OC(=O)C=1SC(=C(N1)C(=O)N1CCC(CC1)C)C1=CC=C(C2=CC=CC=C12)S(NC(C(F)(F)F)C)(=O)=O 4-(4-methylpiperidine-1-carbonyl)-5-(4-(N-(1,1,1-trifluoropropan-2-yl)sulfamoyl)naphthalen-1-yl)thiazole-2-carboxylic acid (S)-ethyl ester